CN1C(=NC2=C(C1=O)NC=C2)NC2C[C@H]1CCC[C@@H](C2)N1C[C@@H](C1=NC=CC=C1)O 3-methyl-2-{[(1R,3R,5S)-9-[(2S)-2-hydroxy-2-(pyridin-2-yl)ethyl]-9-azabicyclo[3.3.1]nonan-3-yl]amino}-3H,4H,5H-pyrrolo[3,2-d]pyrimidin-4-one